FC1=C(C(=C(C=C1OC)OC)F)N1C(N(C2=C(C1)C=NC1=C2C=C(N1)CN1CCOCC1)C)=O 3-(2,6-difluoro-3,5-dimethoxyphenyl)-1-methyl-8-(morpholin-4-ylmethyl)-1,3,4,7-tetrahydro-2H-pyrrolo[3',2':5,6]pyrido[4,3-d]pyrimidin-2-one